(1-(4-(3-methylpyridin-4-yl)phenyl)-2-oxopiperidin-3-yl)-3-(4-(trifluoromethyl)phenyl)urea CC=1C=NC=CC1C1=CC=C(C=C1)N1C(C(CCC1)NC(=O)NC1=CC=C(C=C1)C(F)(F)F)=O